(5-((E)-(1-((1R,4R)-4-(cyanomethyl)cyclohexyl)-1,6-dihydroimidazo[4,5-d]pyrrolo[2,3-b]pyridin-2-yl)diazenyl)-2-hydroxybenzoyl)-D-lysine C(#N)CC1CCC(CC1)N1C(=NC=2C1=C1C(=NC2)NC=C1)/N=N/C=1C=CC(=C(C(=O)N[C@H](CCCCN)C(=O)O)C1)O